(2E)-4-(3-fluoroazetidin-1-yl)but-2-enoic acid FC1CN(C1)C/C=C/C(=O)O